8-((4-(difluoromethoxy)phenyl)sulfonyl)-3-(2-oxa-7-azaspiro[4.4]nonan-7-yl)-1-oxa-8-azaspiro[4.5]decane FC(OC1=CC=C(C=C1)S(=O)(=O)N1CCC2(CC(CO2)N2CC3(CCOC3)CC2)CC1)F